4-[[5-(4-Chloro-2-fluoro-phenoxy)-4-methyl-3-pyridinyl]methyl]-3-methoxy-N-(methylsulfaniosulfonyl)pyridin-2-amine ClC1=CC(=C(OC=2C(=C(C=NC2)CC2=C(C(=NC=C2)NS(=O)(=O)[SH+]C)OC)C)C=C1)F